2-((2-methylbut-3-yn-2-yl)oxy)tetrahydro-2H-pyran CC(C)(C#C)OC1OCCCC1